tert-butyl-[(7-fluoro-1H-indazol-5-yl)oxy]-dimethyl-silane C(C)(C)(C)[Si](C)(C)OC=1C=C2C=NNC2=C(C1)F